N-Benzylbut-2-yn-1-amine C(C1=CC=CC=C1)NCC#CC